COC(CC1(CNC2=CC(=CC=C12)F)C)=O 2-(6-Fluoro-3-methylindolin-3-yl)acetic acid methyl ester